tert-butyl 3-(azidomethyl)phenethylcarbamate N(=[N+]=[N-])CC=1C=C(CCNC(OC(C)(C)C)=O)C=CC1